(2S)-2-[(4-chloro-1-piperidinyl)sulfonylamino]-3-(6-fluoro-2,3-dimethyl-phenyl)butanoic acid ClC1CCN(CC1)S(=O)(=O)N[C@H](C(=O)O)C(C)C1=C(C(=CC=C1F)C)C